Cl.FC([C@@H]1CNCC1)F (3S)-3-(difluoromethyl)pyrrolidine hydrochloride